2,4,6-tris-(octadecylamino)-triazine C(CCCCCCCCCCCCCCCCC)NN1NC(=CC(=N1)NCCCCCCCCCCCCCCCCCC)NCCCCCCCCCCCCCCCCCC